BrC1=C(C(=NC=C1F)N)I 4-bromo-5-fluoro-3-iodopyridin-2-amine